2-(α-naphthoylmethylene)-3-methylbenzothiazoline C1(=CC=CC2=CC=CC=C12)C(=O)C=C1SC2=C(N1C)C=CC=C2